C1(=CC=CC=C1)CCCO 3-phenyl-1-propanol